benzyl (chloromethyl) ether ClCOCC1=CC=CC=C1